COC=1C=C(C=NC1)O 5-methoxypyridin-3-ol